COCCOC(C1=CC(=CC=C1)C1=NOC(=N1)C1=C(C=CC=C1)F)=O 3-[5-(2-Fluoro-phenyl)-[1,2,4]oxadiazol-3-yl]-benzoic acid 2-methoxy-ethyl ester